N[C@H]1[C@H](CCC1C)OC=1C=C2COC(C2=CC1)=O 5-(((1S,2R,5S)-2-amino-3-methylcyclopentyl)oxy)isobenzofuran-1(3H)-one